C(C)(C)(C)[Sn](OC(C)(C)C)(OC(C)(C)C)OC(C)(C)C T-butyltris(t-butoxy)tin